CC1=CC(=CC(=N1)N1CC(CC1)C(=O)O)C(F)(F)F 1-(6-methyl-4-(trifluoromethyl)pyridin-2-yl)pyrrolidine-3-carboxylic acid